(3S,5R)-3,5-dimethylmorpholine-4-carbonyl chloride C[C@@H]1N([C@@H](COC1)C)C(=O)Cl